CN1C[C@@H](CC1)CNC(O[C@H]1[C@H](NC[C@@H]1O)CC1=CC=C(C=C1)OC)=O (2R,3S,4S)-4-hydroxy-2-[(4-methoxyphenyl)methyl]pyrrolidin-3-yl N-{[(3S)-1-methylpyrrolidin-3-yl]methyl}carbamate